FC1=CC=CC=2N=C(SC21)N(CCC2=CC=C(C=C2)OC)CC2=CC=C(C=C2)C2=C(CCCC2)C(=O)O 4'-(((7-fluorobenzo[d]thiazol-2-yl)(4-methoxyphenethyl)amino)-methyl)-3,4,5,6-tetrahydro-[1,1'-biphenyl]-2-carboxylic acid